(7S)-2-(((1-(2-(4-fluorophenyl)-2-methylpropyl)-1H-pyrazol-4-yl)methyl)amino)-4,7,8-trimethyl-7,8-dihydropteridin-6(5H)-one FC1=CC=C(C=C1)C(CN1N=CC(=C1)CNC1=NC=2N([C@H](C(NC2C(=N1)C)=O)C)C)(C)C